phenyl-3,4-dihydro-2H-pyridine-1-carboxylate C1(=CC=CC=C1)OC(=O)N1CCCC=C1